ClC=1C=C(C=CC1)[C@@H](CO)NC(=O)C=1N=CN(C1)C1=NC(=NC=C1C)NC1CCOCC1 (S)-N-(1-(3-chlorophenyl)-2-hydroxyethyl)-1-(5-methyl-2-((tetrahydro-2H-pyran-4-yl)amino)pyrimidin-4-yl)-1H-imidazole-4-amide